ClC=1C=C(C=CC1F)NC(N(C)[C@H](C)C1=CN(C(C2=CC=CC=C12)=O)CCCOC)=O (R)-3-(3-chloro-4-fluorophenyl)-1-(1-(2-(3-methoxypropyl)-1-oxo-1,2-dihydroisoquinolin-4-yl)ethyl)-1-methylurea